Cl.C\C(=C(/C(=O)O)\CCNC1=CC=CC=C1)\C(=O)O.CC=1C=C(C=C(C1O)C)C1(COC1)O 3-(3,5-dimethyl-4-hydroxyphenyl)oxetan-3-ol methyl-(2-(phenylamino)ethyl)fumarate hydrochloride